1-Pentyl-1-ethylpiperidinium chlorid [Cl-].C(CCCC)[N+]1(CCCCC1)CC